CPC1=NC=CC=C1 Methylpyridylphosphine